8-fluoro-2-(5-(fluoromethyl)-2-(2-propenoyl)-2,6-diazaspiro[3.4]octan-6-yl)-4-(5-methyl-1H-indazol-4-yl)-3-quinolinecarbonitrile FC=1C=CC=C2C(=C(C(=NC12)N1C(C2(CN(C2)C(C=C)=O)CC1)CF)C#N)C1=C2C=NNC2=CC=C1C